C=12C(=CC=C3C4=CC(CC=C4C=CC13)=O)CCN2 (epiminoethano)phenanthrene-6(7H)-one